2-(6-methyl-1H-benzo[d]imidazol-1-yl)-N-(5-(trifluoromethyl)thiazol-2-yl)acetamide CC=1C=CC2=C(N(C=N2)CC(=O)NC=2SC(=CN2)C(F)(F)F)C1